C(C)OC(=C)C1=CC=C(S1)[C@@]12OC[C@@H](N(C1)C(=O)OC(C)(C)C)C2 tert-butyl (1S,4S)-1-(5-(1-ethoxyvinyl)thiophen-2-yl)-2-oxa-5-azabicyclo[2.2.1]heptane-5-carboxylate